6-fluoro-5-(6-(4,4,4-trifluoro-3,3-dimethylbut-1-yn-1-yl)-2,3-dihydrobenzo[e][1,4]oxazepin-1(5H)-yl)-[1,2,4]triazolo[4,3-a]quinazolin-1-amine FC1=C2C(=NC=3N(C2=CC=C1)C(=NN3)N)N3CCOCC1=C3C=CC=C1C#CC(C(F)(F)F)(C)C